C(C)(C)(C)C1=CC=C(COC2=C(C#N)C=C(C=C2)C2=NC=C3C(=N2)NNC3=O)C=C1 2-(4-tert-butylbenzyl)oxy-5-(3-oxo-2,3-dihydro-1H-pyrazolo[3,4-d]pyrimidin-6-yl)benzonitrile